4-(Benzyloxy)-2-methyl-N-[3-(trifluoromethoxy)phenyl]aniline C(C1=CC=CC=C1)OC1=CC(=C(NC2=CC(=CC=C2)OC(F)(F)F)C=C1)C